(3S)-N-cyclobutyl-3-({1-cyclopentyl-5-[2-(trifluoromethyl)phenyl]-1H-pyrazol-3-yl}formamido)-5-(4-methyl-1H-pyrazol-1-yl)pentanamide C1(CCC1)NC(C[C@H](CCN1N=CC(=C1)C)NC(=O)C1=NN(C(=C1)C1=C(C=CC=C1)C(F)(F)F)C1CCCC1)=O